B(N=[N+]=[N-])N=[N+]=[N-] boronic acid, azide